C([O-])([O-])=O.[Y+3].C([O-])([O-])=O.C([O-])([O-])=O.[Y+3] Yttrium carbonate